2-[[4-[5-isobutyl-2-(2H-tetrazol-5-yl)phenyl]piperazin-1-yl]methyl]-6-methyl-pyrido[1,2-a]pyrimidin-4-one C(C(C)C)C=1C=CC(=C(C1)N1CCN(CC1)CC=1N=C2N(C(C1)=O)C(=CC=C2)C)C=2N=NNN2